BrC1=C(C=C(C=C1F)N1N=CNC1=O)F 2-(4-bromo-3,5-difluorophenyl)-2,4-dihydro-3H-1,2,4-triazol-3-one